C1(CC1)[C@H](C)NC1=C2C=C(N=CC2=CC(=N1)C1=C(C(=CC(=C1F)OC)OC)F)N[C@H]1[C@H](COC1)NC(C=C)=O N-((3R,4S)-4-((5-(((S)-1-cyclopropyl-ethyl)amino)-7-(2,6-difluoro-3,5-dimethoxy-phenyl)-2,6-naphthyridin-3-yl)amino)tetrahydrofuran-3-yl)acrylamide